C(C)(=O)OC1(CN(C1)CC1=CC=C(C=C1)C1CN(C1)C1=C(C=CC=C1Cl)Cl)C [1-[[4-[1-(2,6-dichlorophenyl)azetidin-3-yl]phenyl]methyl]-3-methyl-azetidin-3-yl] acetate